C(C)(C)(C)C1=C(OC(C(=O)O)(C)C)C=CC=C1 2-(2-(tert-butyl)phenoxy)-2-methylpropanoic acid